dibenzylphosphite C(C1=CC=CC=C1)OP(OCC1=CC=CC=C1)[O-]